[Si](C)(C)(C(C)(C)C)N=S(=O)(N)C1=CC=C(C=C1)C N'-(tert-butyldimethylsilyl)-4-methylbenzenesulfonimidamide